C1(=CC=CC=C1)N1N2C(CC=3C=CC=CC13)CC1(C2=O)CCCCCC1 5'-phenyl-1',5',10',10a'-tetrahydro-3'H-spiro[cycloheptane-1,2'-pyrrolo[1,2-b]cinnolin]-3'-one